2-(5-Chloropyridin-2-yl)-6-isopropyl-3-oxo-2,3,4,5-tetrahydropyridazine-4-carboxylic acid methyl ester COC(=O)C1C(N(N=C(C1)C(C)C)C1=NC=C(C=C1)Cl)=O